C(C1=CC=CC=C1)N1N=C(N=N1)C1=CC=C(CCNC(OC(C)(C)C)=O)C=C1 tert-Butyl 4-(2-benzyl-2H-tetrazol-5-yl)phenethylcarbamate